ClC=1CN(C(=CC1OCC1=NC=C(C=C1F)F)C)C1=CC(=NC=C1Cl)C=1N=C(SC1)C(C)(C)O (R)-3,5'-dichloro-4-((3,5-difluoropyridine-2-yl)methoxy)-2'-(2-(2-hydroxypropan-2-yl)thiazol-4-yl)-6-methyl-2H-[1,4'-bipyridine]